3,6-dibromo-9-ethylhexyl-carbazole BrC(CCC1=CC=CC=2C3=CC=CC=C3N(C12)CC)CCCBr